tert-butyl (2-{3-[2-(dimethylamino)ethoxy]phenyl}ethyl)methylcarbamate CN(CCOC=1C=C(C=CC1)CCN(C(OC(C)(C)C)=O)C)C